eugenol-on C=1(C(O)=CC=C(C(C=C)=O)C1)OC